Cl.S1C2=C(C(=C1)S(=O)(N)=N)SC=C2 thieno[3,2-b]thiophene-3-sulfonimidamide hydrochloride